N-(1-Isopropyl-3-methyl-1H-pyrazolo[3,4-b]pyridin-6-yl)-1,1-diphenylmethanimine C(C)(C)N1N=C(C=2C1=NC(=CC2)N=C(C2=CC=CC=C2)C2=CC=CC=C2)C